C1(CC1)COC1=NC(=CC=C1CCC(=O)NC1=CC=CC=2NC(NC21)=O)C(F)(F)F 3-(2-(cyclopropylmethoxy)-6-(trifluoromethyl)pyridin-3-yl)-N-(2-oxo-2,3-dihydro-1H-benzo[d]imidazol-4-yl)propanamide